2,4,5-triaminopyrimidine NC1=NC=C(C(=N1)N)N